ClC1=CC=C2C=CNC2=C1C1=CC(CN(C1CO)C)C(=O)N(CC)CC 5-(6-chloro-1H-indol-7-yl)-N,N-diethyl-6-(hydroxymethyl)-1-methyl-1,2,3,6-tetrahydropyridine-3-carboxamide